NC1=C(C=2N=C(C=3C=CC=NC3C2N1C1=C(C(=CC=C1C)OC)C)C)C#N 2-amino-1-(3-methoxy-2,6-dimethylphenyl)-5-methyl-1H-pyrrolo[3,2-h][1,6]naphthyridine-3-carbonitrile